C(C)(C)(C)OC(=O)N1CCC(=CC1)C1=CC=C(N=N1)NC(=O)C1=CC(=C(C=C1)C=1CCN(CC1)C(=O)OC(C)(C)C)F tert-butyl 4-{4-[(6-{1-[(tert-butoxy)carbonyl]-1,2,3,6-tetrahydropyridin-4-yl}pyridazin-3-yl)carbamoyl]-2-fluorophenyl}-1,2,3,6-tetrahydropyridine-1-carboxylate